methyl ((1R,5S,7r)-9-(2,2-difluoro-2-(2-fluoro-5-((4-fluoro-3-methylphenyl)carbamoyl)phenyl) acetyl)-3-oxa-9-azabicyclo[3.3.1]nonan-7-yl)carbamate FC(C(=O)N1[C@H]2COC[C@@H]1CC(C2)NC(OC)=O)(C2=C(C=CC(=C2)C(NC2=CC(=C(C=C2)F)C)=O)F)F